2-(6-(1-oxa-7-azaspiro[3.5]non-7-yl)pyrimidin-4-yl)-4-(1H-1,2,3-triazol-1-yl)-1,2-dihydro-3H-pyrazol-3-one O1CCC12CCN(CC2)C2=CC(=NC=N2)N2NC=C(C2=O)N2N=NC=C2